C(C)(=O)C=1C(OC2=C(C1N1CCOCC1)C=CC(=C2)NC2=NC=CC(=N2)C2=C(C=CC=C2)C2CCCCC2)=O 3-acetyl-7-{[4-(2-cyclohexylphenyl)pyrimidin-2-yl]amino}-4-morpholinyl-2H-benzopyran-2-one